N-[3-(dimethylamino)propyl]-4-(4-fluoro-2-isopropoxy-anilino)-5H-pyrrolo[3,2-d]pyrimidine-6-carboxamide CN(CCCNC(=O)C1=CC=2N=CN=C(C2N1)NC1=C(C=C(C=C1)F)OC(C)C)C